5,7-Difluoro-1-(4-(pyridin-4-yl)phenyl)-1H-indazol-6-ol FC=1C=C2C=NN(C2=C(C1O)F)C1=CC=C(C=C1)C1=CC=NC=C1